C(C=C)C1=C(C=2C(C3=CC=CC=C3C(C2C=C1)=O)=O)O 2-allyl-1-hydroxy-9,10-anthraquinone